2,4,5-trimethyl-4,5-dihydro-2H-[1,2,3]triazolo[4,5-c][1,7]naphthyridin-6-amine CN1N=C2C(C(N(C3=C(N=CC=C23)N)C)C)=N1